C12(CCC(C1)C2)N2C[C@H](N(S(C1=C2C=C(C(=C1)O\C=C(\C(=O)O)/F)SC)(=O)=O)C)CCCC (R,Z)-3-((5-(bicyclo[2.1.1]hexan-1-yl)-3-butyl-2-methyl-7-(methylthio)-1,1-dioxido-2,3,4,5-tetrahydrobenzo[f][1,2,5]thiadiazepin-8-yl)oxy)-2-fluoroacrylic acid